FC1=CC(=CC(=N1)N1C(C2=C(N=C(N=C2)C=2NC=CN2)CC1)C)OC 6-(6-fluoro-4-methoxy-2-pyridyl)-2-(1H-imidazol-2-yl)-5-methyl-7,8-dihydro-5H-pyrido[4,3-d]pyrimidine